C(CCCCCCCCCCC)N=C(C(=O)[O-])C.[Na+] Natrium lauryliminopropionat